C(#N)C(CCC(=O)O)(C)SC(C1=CC=CC=C1)=S 4-cyano-4-(thiobenzoylthio)-pentanoic acid